2-[Di(2H3)methylamino]-1-[4-(2-{7,8-dimethyl-[1,2,4]triazolo[1,5-a]pyridin-6-yl}-3-(propan-2-yl)-1H-pyrrolo[3,2-b]pyridin-5-yl)piperazin-1-yl]ethan-1-on C([2H])([2H])([2H])N(CC(=O)N1CCN(CC1)C1=CC=C2C(=N1)C(=C(N2)C=2C(=C(C=1N(C2)N=CN1)C)C)C(C)C)C([2H])([2H])[2H]